imidazo[1,5-a]quinoxalin-4(5H)-one C1=NC=C2N1C1=CC=CC=C1NC2=O